C(#N)C=1C2=C(SC1NC(OC(C)(C)C)=O)C(=CC=C2B2OCC(CO2)(C)C)F tertbutyl (3-cyano-4-(5,5-dimethyl-1,3,2-dioxaborinan-2-yl)-7-fluorobenzo[b]thiophen-2-yl)carbamate